5-methyl-5-oxo-3,4,7-trihydropyrrolo[3',2':5,6]pyrido[3,2-b][1,4]azaphosphepin CP1(C2=C(N=CCC1)C=C1C(=N2)NC=C1)=O